NC=1C=CC=C2C=CC=C(C12)S(=O)(=O)O 8-aminonaphthalene-1-sulfonic acid